C(CC)CN([O-])C.C1(C=CC(N1)=O)=O maleimide propyl-dimethylaminoxide